N-[2,3-bis[(Z)-octadec-9-enoxy]propyl]octan-1-amine C(CCCCCCC\C=C/CCCCCCCC)OC(CNCCCCCCCC)COCCCCCCCC\C=C/CCCCCCCC